((Z)-[6-chloro-5-(2,6-difluorophenyl)-3-methyl-7-(trifluoromethyl)-1,3-dihydro-1,4-benzodiazepin-2-ylidene]amino)cyclopentanol ClC1=C(C=CC2=C1C(=NC(/C(/N2)=N/C2(CCCC2)O)C)C2=C(C=CC=C2F)F)C(F)(F)F